C(#N)C=1C=CC(=C2C=CC=NC12)N1CC2(CC2(C1)C(F)(F)F)C(=O)N[C@@H]1CC[C@H](CC1)OC 3-(8-Cyanoquinolin-5-yl)-N-(trans-4-methoxycyclohexyl)-5-(trifluoromethyl)-3-azabicyclo[3.1.0]hexane-1-carboxamide